C1N(CC12CCOCC2)C2=NC=C(C=N2)OC2=C(C=C(C=C2)NC(=O)C2CC(C2)OC)C N-(4-((2-(7-oxa-2-azaspiro[3.5]nonan-2-yl)pyrimidin-5-yl)oxy)-3-methylphenyl)-3-methoxycyclobutane-1-carboxamide